zirconium dimethylmethylenebiscyclopentadienyl dichloride CC(C1(C=CC=C1)Cl)(C1(C=CC=C1)Cl)C.[Zr]